C(C)(C)(C)OC(=O)OC1=CC=C(C=C1)C1(CCNCC1)C 4-(4-(tert-butoxycarbonyloxy)phenyl)-4-methylpiperidine